FC(C1=CC(=NC=C1)NC(C1=CC(=CC=C1)F)=O)F N-(4-difluoromethylpyridin-2-yl)-3-fluorobenzamide